FC1CC2=CC=CC(=C2C1)N1N=C(C2=NC=C(C=C21)OC)C=2C=NC(=CC2)N2CCNCC2 (2-fluoro-2,3-dihydro-1H-inden-4-yl)-6-methoxy-3-(6-(piperazin-4-yl)pyridin-3-yl)-1H-pyrazolo[4,3-b]pyridine